C1(CCC1)C(C1=CC=CC=C1)N(C=1N(C(C(=C(N1)C(=O)NC1=C(C=CC=C1)I)OC)=O)C)C 2-{[cyclobutyl(phenyl)methyl](methyl)amino}-N-(2-iodophenyl)-5-methoxy-1-methyl-6-oxo-1,6-dihydropyrimidine-4-carboxamide